trans-(2-carboxyethyl)germanium C(=O)(O)CC[Ge]